N-(6-(5,6,7,8-tetrahydroimidazo[1,2-a]pyrazin-3-yl)isoquinolin-3-yl)cyclopropanecarboxamide N=1C=C(N2C1CNCC2)C=2C=C1C=C(N=CC1=CC2)NC(=O)C2CC2